CON=C1CC(N(C1)C(=O)C1=CC=C(C=C1)C1=C(C=CC=C1)C)CCC(=O)N (4-(Methoxyimino)-1-(2'-methyl-[1,1'-biphenyl-4-carbonyl]pyrrolidin-2-yl)methyl)acetamide